C(C)(C)(C)OC(C(C(=O)O)CCC1=CC=C(C=C1)N)=O [2-(4-aminophenyl)ethyl]malonic acid tert-butyl ester